4-methoxy-1-(((S)-oxetane-2-yl)methyl)-1H-benzo[d]imidazole-6-carboxylic acid methyl ester COC(=O)C=1C=C(C2=C(N(C=N2)C[C@H]2OCC2)C1)OC